2-[(4-methoxyphenyl)methyl]-6-nitro-1a,7b-dihydro-1H-cyclopropa[c]isoquinolin-3-one COC1=CC=C(C=C1)CN1C(C=2C=CC(=CC2C2C1C2)[N+](=O)[O-])=O